BrC=1C(=NC(=NC1)Cl)NC1=CC(=C(C=C1)OC1=CC2=C(N(C=N2)C)C=C1)C 5-Bromo-2-chloro-N-(3-methyl-4-((1-methyl-1H-benzimidazol-5-yl)oxy)phenyl)pyrimidin-4-amine